NC=1C=C(C=CC1F)N1N=C(C2=CC=CC=C12)NC=1C(=C2C=NNC2=CC1)Cl 1-(3-amino-4-fluorophenyl)-N-(4-chloro-1H-indazol-5-yl)-1H-indazol-3-amine